(6-Chloropyridin-3-yl)-1H-pyrrole-2-carboxylic acid ClC1=CC=C(C=N1)N1C(=CC=C1)C(=O)O